C(C)N.[Zr+4] Zirconium (IV) ethaneamine